C(=O)(O)COCCCOC=1C=C2C[C@H](N3C(C2=CC1OC)=CC(C(=C3)C(=O)O)=O)C(C)C (S)-9-(3-(carboxymethoxy)propoxy)-6-isopropyl-10-methoxy-2-oxo-6,7-dihydro-2H-pyrido[2,1-a]isoquinoline-3-carboxylic acid